dimethyl-pentaethylene glycol tellurium oxygen [O].[Te].CC(COCCOCCOCCOCCO)(C)O